N1=C(C(=CC=C1)O)C1=NC=CC=C1O 2,2'-bipyridine-3,3'-diol